8-[trans-(4-Amino-cyclohexylmethyl)-amino]-6-pyridin-4-yl-imidazo[1,2-a]pyrazine-2-carboxylic acid amide N[C@@H]1CC[C@H](CC1)CNC=1C=2N(C=C(N1)C1=CC=NC=C1)C=C(N2)C(=O)N